[N+](=O)([O-])C1=CC=C(C=C1)OC(CCC(=O)OC1=CC=C(C=C1)[N+](=O)[O-])=O succinic acid bis-(4-nitrophenyl) ester